3-(4-cyano-3-(trifluoromethyl)phenyl)-5,5-dimethyl-4-oxo-2-thioxoimidazolidin C(#N)C1=C(C=C(C=C1)N1C(NC(C1=O)(C)C)=S)C(F)(F)F